N-(3-(3-Chloro-2-(3-methoxy-4-(((((S)-5-oxopyrrolidin-2-yl)methyl)amino)methyl)phenyl)pyridin-4-yl)-2-methylphenyl)-5-(((((S)-5-oxopyrrolidin-2-yl)methyl)amino)methyl)picolinamide ClC=1C(=NC=CC1C=1C(=C(C=CC1)NC(C1=NC=C(C=C1)CNC[C@H]1NC(CC1)=O)=O)C)C1=CC(=C(C=C1)CNC[C@H]1NC(CC1)=O)OC